N,N-dimethylchloropropylamine hydrochloride Cl.CN(C)CCCCl